1-(6-(2-methoxyphenyl)pyridazin-3-yl)-N-(4-nitrobenzyl)piperidin-3-ylamine COC1=C(C=CC=C1)C1=CC=C(N=N1)N1CC(CCC1)NCC1=CC=C(C=C1)[N+](=O)[O-]